2-nitroisophthalic acid dichloride [N+](=O)([O-])C1=C(C(=O)Cl)C=CC=C1C(=O)Cl